sodium (7-oxo-3-(5-(methoxycarbamoyl)-pyrazol-1-yl)-1,6-diazabicyclo[3.2.1]oct-3-en-6-yl) sulfate S(=O)(=O)(ON1C2C=C(CN(C1=O)C2)N2N=CC=C2C(NOC)=O)[O-].[Na+]